benzyl 4-azido-3-(3-ethoxy-3-oxoprop-1-en-1-yl)-5,6-dihydropyridine-1(2H)-carboxylate N(=[N+]=[N-])C1=C(CN(CC1)C(=O)OCC1=CC=CC=C1)C=CC(=O)OCC